5-hydroxypseudouridine OC1([C@H]2[C@H](O)[C@H](O)[C@@H](CO)O2)C=NC(=O)NC1=O